C(C1=CC=CC=C1)N1C(C[C@@H](CC1)CCO)(C)C (R)-2-(1-benzyl-2,2-dimethylpiperidin-4-yl)ethanol